CC1=NN(C(=C1B(O)O)C)C1=CC=CC=C1 (3,5-DIMETHYL-1-PHENYL-1H-PYRAZOL-4-YL)BORANEDIOL